C(C)(C)(C)NS(=O)(=O)C1=CC(=CC=C1)NC1=NC(=NC=C1C)NC1=CC=C(C=C1)C(C=CC1=CC=CC=C1)=O N-(tert-butyl)-3-((2-((4-cinnamoylphenyl)amino)-5-methylpyrimidin-4-yl)amino)benzenesulfonamide